CC1(OCCN(C1)C=1C=CC(=NC1)C=1C=NC(=CC1NC1=NC(=CC=C1)S(=O)(=O)C)NC(C)=O)C N-(5-(2,2-dimethylmorpholino)-4'-((6-(methylsulfonyl)pyridin-2-yl)amino)-[2,3'-bipyridin]-6'-yl)acetamide